(5s,6s,9r)-5-amino-6-(2,3-difluorophenyl)-6,7,8,9-tetrahydro-5H-cyclohepta[B]pyridin-9-yl-2'-oxo-1',2'-dihydrospiro[azepan-4,4'-pyrido[2,3-d][1,3]oxazine]-1-carboxylate N[C@H]1[C@@H](CC[C@H](C2=NC=CC=C21)OC(=O)N2CCC1(C3=C(NC(O1)=O)N=CC=C3)CCC2)C2=C(C(=CC=C2)F)F